(S)-2-{[7-(2-fluoro-6-methoxybenzyloxy)benzo[d][1,3]dioxol-4-yl]methylamino}propanamide FC1=C(COC2=CC=C(C3=C2OCO3)CN[C@H](C(=O)N)C)C(=CC=C1)OC